L-4-methyl-1-pentanol CC(CCCO)C